C(C)(C)C1=NN(C2=C1N=C(N=C2)NC=2C(=CC=1N(C2)N=CN1)C)C 3-isopropyl-1-methyl-N-[7-methyl-[1,2,4]triazolo[1,5-a]pyridin-6-yl]pyrazolo[4,3-d]pyrimidin-5-amine